COC1=CC=2N=CN=C(C2N=C1OC(C)C=1N=CSC1)C=1C(=NN(C1)C)C1=CC=CC=C1 4-(1-((7-Methoxy-4-(1-methyl-3-phenyl-1H-pyrazol-4-yl)pyrido[3,2-d]pyrimidin-6-yl)oxy)ethyl)thiazole